1,5,9-triphenyl-1,5,9-triazacyclododecane C1(=CC=CC=C1)N1CCCN(CCCN(CCC1)C1=CC=CC=C1)C1=CC=CC=C1